zinc formate C(=O)[O-].[Zn+2].C(=O)[O-]